(2R)-2-[tert-butyl(dimethyl)silyl]oxypropanal [Si](C)(C)(C(C)(C)C)O[C@@H](C=O)C